N1=CC(=CC=C1)[C@@H](COC1=NC(=NC=C1C(F)(F)F)N[C@H]1C[C@H](CCC1)C1=NN=C2N1C=CC=C2)OC2OCCCC2 4-[(2S)-2-(3-pyridyl)-2-tetrahydropyran-2-yloxy-ethoxy]-N-[(1R,3S)-3-([1,2,4]triazolo[4,3-a]pyridin-3-yl)cyclohexyl]-5-(trifluoromethyl)pyrimidin-2-amine